cesium lead bromine [Br].[Pb].[Cs]